4-hydroxy-1-isobutyl-N-(3-(4-methylpiperazin-1-yl)phenyl)-2-oxo-1,2-dihydroquinoline-3-carboxamide OC1=C(C(N(C2=CC=CC=C12)CC(C)C)=O)C(=O)NC1=CC(=CC=C1)N1CCN(CC1)C